I.N1=CC=CC=C1 pyridine hydriodide